C(CCCCCCCCCCC)(=O)OCC Ethyl Laurate